ClC=1C(=C(C(=C(C1)C(C(=O)O)C)OC(C)C)C=1C=NC(=CC1)C(F)(F)F)F 2-(5-chloro-4-fluoro-2-isopropoxy-3-(6-(trifluoromethyl)pyridin-3-yl)phenyl)propionic acid